C(C)(C)(C)OC(=O)N[C@H](CC(C(=O)OC)(C)C)CC1=CC=C(C=C1)OS(=O)(=O)F Methyl (4S)-4-{[(tert-butoxy)carbonyl]amino}-5-{4-[(fluorosulfonyl)oxy]phenyl}-2,2-dimethylpentanoate